FC1(CC=C(CC1)C=1C=CC=C2C=C(C=NC12)C(=O)NCC=1NC(C=CC1)=O)F 8-(4,4-difluorocyclohex-1-en-1-yl)-N-((6-oxo-1,6-dihydropyridin-2-yl)methyl)quinoline-3-carboxamide